3-iodo-6-methylpyrazolo[1,5-a]pyridine IC=1C=NN2C1C=CC(=C2)C